5-((6-bromo-3-isopropyl-3H-imidazo[4,5-c]pyridin-4-yl)amino)-2-chloro-N-cyclopropyl-3,4-difluorobenzamide BrC1=CC2=C(C(=N1)NC=1C(=C(C(=C(C(=O)NC3CC3)C1)Cl)F)F)N(C=N2)C(C)C